[I-].C[N+]1=C(C=CC2=CC=C(C=C12)N1CCN(CC1)C1=CC=NC=C1)C 1,2-dimethyl-7-(4-(4-pyridyl)-1-piperazinyl)quinolin-1-ium iodide